4-((((1r,4r)-4-methoxy-4-methylcyclohexyl)methyl)amino)-3-nitrobenzenesulfonamide COC1(CCC(CC1)CNC1=C(C=C(C=C1)S(=O)(=O)N)[N+](=O)[O-])C